O[C@H]1CC[C@@]2([C@H]3CC[C@@]4([C@H](CC[C@H]4[C@@H]3CC=C2C1)[C@@H](CCC(=O)N(CC(=O)O)OC)C)C)C N-((R)-4-((3S,8S,9S,10R,13R,14S,17R)-3-hydroxy-10,13-dimethyl-2,3,4,7,8,9,10,11,12,13,14,15,16,17-tetradecahydro-1H-cyclopenta[a]phenanthren-17-yl)pentanoyl)-N-methoxyglycine